1,2,4,5-Tetramethylbenzene CC1=C(C=C(C(=C1)C)C)C